4,6-divinylpyrimidin-5-amine C(=C)C1=NC=NC(=C1N)C=C